N-[6-[3,5-bis[6-[(2,5-dioxopyrrolidin-1-yl)oxycarbonylamino]hexyl]-2,4,6-trioxo-1,3,5-triazinan-1-yl]hexyl]carbamate O=C1N(C(CC1)=O)OC(=O)NCCCCCCN1C(N(C(N(C1=O)CCCCCCNC(=O)ON1C(CCC1=O)=O)=O)CCCCCCNC([O-])=O)=O